tert-butyl (S)-4-(3-((1-(3-(1H-benzo[d]imidazol-6-yl)-4-((1-(tert-butoxycarbonyl)pyrrolidin-3-yl)oxy)benzoyl)piperidin-4-yl)oxy)-5-fluorophenyl)piperazine-1-carboxylate N1C=NC2=C1C=C(C=C2)C=2C=C(C(=O)N1CCC(CC1)OC=1C=C(C=C(C1)F)N1CCN(CC1)C(=O)OC(C)(C)C)C=CC2O[C@@H]2CN(CC2)C(=O)OC(C)(C)C